3-(5-(1-methyl-4-(pyrrolidin-1-ylmethyl)-1H-pyrrolo[2,3-b]pyridin-6-yl)-1-oxoisoindolin-2-yl)piperidine-2,6-dione CN1C=CC=2C1=NC(=CC2CN2CCCC2)C=2C=C1CN(C(C1=CC2)=O)C2C(NC(CC2)=O)=O